N-(3-fluoro-4-{[2-(5-{[(2-methoxyethyl)amino]methyl}pyridin-2-yl)thieno[3,2-b]pyridine-7-yl]oxy}phenyl)-1-(4-fluorophenyl)-2-oxo-1,2-dihydropyridine-3-carboxamide FC=1C=C(C=CC1OC1=C2C(=NC=C1)C=C(S2)C2=NC=C(C=C2)CNCCOC)NC(=O)C=2C(N(C=CC2)C2=CC=C(C=C2)F)=O